methyl 5-(trimethylstannyl)pyrazine-2-carboxylate C[Sn](C=1N=CC(=NC1)C(=O)OC)(C)C